C1(CCCCC1)[C@@H](C(=O)NC1=CC=C(C=C1)C=1C(=NNC1C)C)NC(OCC1=NC=CC=C1)=O 2-pyridylmethyl N-[(1S)-1-cyclohexyl-2-[4-(3,5-dimethyl-1H-pyrazol-4-yl)anilino]-2-oxo-ethyl]carbamate